2-chloro-1,4-dinitrobenzene ClC1=C(C=CC(=C1)[N+](=O)[O-])[N+](=O)[O-]